methyl 6-((1-acetylpiperidin-4-yl)amino)-2-(cyclohex-1-en-1-yl)pyrimidine-4-carboxylate C(C)(=O)N1CCC(CC1)NC1=CC(=NC(=N1)C1=CCCCC1)C(=O)OC